C1(CC1)COC=1C=C(C=CC1)C=1C=C2CCC(OC2=CC1)CCC(=O)O 3-[6-[3-(cyclopropylmethoxy)phenyl]chroman-2-yl]propionic acid